N-(2-phenylethyl)maleimide C1(=CC=CC=C1)CCN1C(C=CC1=O)=O